7-(5-(7-ethyl-7H-imidazo[4,5-c]pyridazin-4-yl)-2-fluorophenyl)-6-methoxy-4-(2-Methoxyethyl)-2H-benzo[b][1,4]oxazin-3(4H)-one C(C)N1C=NC2=C1N=NC=C2C=2C=CC(=C(C2)C=2C(=CC1=C(OCC(N1CCOC)=O)C2)OC)F